C(C)(C)(CCC)OOC1(CC(CC(C1)C)(C)C)OOC(C)(C)CCC 1,1-bis(tert-hexylperoxy)-3,3,5-trimethylcyclohexane